Cl.OC=1C=CC(=C2C=CC(NC12)=O)C(CO)NCCC1=CC=C(C=C1)NCCC(C)C 8-hydroxy-5-{2-hydroxy-1-[2-(4-isopentylaminophenyl)-ethylamino]ethyl}-(1H)-quinolin-2-one hydrochloride